n-butylammonium C(CCC)[NH3+]